CC1(COCCN1CC(=O)NC=1C=C(C(=NC1)C)NC(=O)C=1C=NN2C1SC(=C2)C=2C=NN(C2)C)C N-(5-(2-(3,3-dimethylmorpholino)acetamido)-2-methylpyridin-3-yl)-2-(1-methyl-1H-pyrazol-4-yl)pyrazolo[5,1-b]thiazole-7-carboxamide